(octahydro-4,7-methylene-1H-indenyl)ethanol acrylate C(C=C)(=O)OC(C)C1CCC2C3CCC(C12)C3